O.C(C)[C@@H]1CN(C[C@@H]1C1=CN=C2N1C1=C(N=C2)NC=C1)C(=O)NCC(F)(F)F (3S,4R)-3-Ethyl-4-(3H-imidazo[1,2-a]pyrrolo[2,3-e]pyrazin-8-yl)-N-(2,2,2-trifluoroethyl)pyrrolidine-1-carboxamide hydrate